N-[(1R)-1-[3-(difluoromethyl)-2-fluorophenyl]ethyl]-2-methyl-6-pyrrolidin-1-yl-pyrido[3,4-d]pyrimidin-4-amine FC(C=1C(=C(C=CC1)[C@@H](C)NC=1C2=C(N=C(N1)C)C=NC(=C2)N2CCCC2)F)F